6-((4-(piperazin-1-yl)phenyl)amino)-1,2-dihydro-3H-pyrazolo[3,4-d]pyrimidin-3-one N1(CCNCC1)C1=CC=C(C=C1)NC1=NC=C2C(=N1)NNC2=O